C(C)(C)N(C(=O)C1=C(C=CC(=C1)F)N1C=C(C=2C1=CN=CC2)C(=O)C2CN(C2)C(=O)[C@H]2N([C@@H]1C[C@@H]([C@H]2C1)F)C(=O)OC(C)(C)C)C(C)C tert-Butyl (1S,3S,4S,5S)-3-(3-(1-(2-(diisopropylcarbamoyl)-4-fluorophenyl)-1H-pyrrolo[2,3-c]pyridine-3-carbonyl)azetidine-1-carbonyl)-5-fluoro-2-azabicyclo[2.2.1]heptane-2-carboxylate